C(C)(C)(CC)ON=C(C1=CC=CC=C1)C1=CC=CC=C1 Benzophenone O-(tertiary amyl) oxime